N-[3-[2-(difluoromethoxy)-5-[1-(2-hydroxyethyl)-5-methyl-pyrazol-4-yl]oxy-phenyl]-1-methyl-pyrazol-4-yl]pyrazolo[1,5-a]pyrimidine-3-carboxamide FC(OC1=C(C=C(C=C1)OC=1C=NN(C1C)CCO)C1=NN(C=C1NC(=O)C=1C=NN2C1N=CC=C2)C)F